OC\C=C(/C)\CC\C=C(\C)/CCC=C(C)C (2E,6Z)-farnesol